5-(2-bromophenyl)-1-isopropyl-1H-pyrazole BrC1=C(C=CC=C1)C1=CC=NN1C(C)C